(S)-(-)-N-benzyl-α-methylbenzylamine C[C@@H](C1=CC=CC=C1)NCC2=CC=CC=C2